C(C)(=O)OC1C2C3CCCC3=C(C1)C2 tricyclo[5.2.1.0(2,6)]dec-en-8-yl acetate